BrCC1=CC=C(C=C1)B1OC(CO1)(C)C 2-(4-(bromomethyl)phenyl)-5,5-dimethyl-1,3,2-dioxaborolan